1,1'-((((((5r,7r)-adamantan-2-ylidene)methylene)bis(4,1-phenylene))bis(oxy))bis(hexane-6,1-diyl))bis(3-hydroxy-1,3-dimethylazetidin-1-ium) diiodide [I-].[I-].C12C(C3CC(CC(C1)C3)C2)=C(C2=CC=C(C=C2)OCCCCCC[N+]2(CC(C2)(C)O)C)C2=CC=C(C=C2)OCCCCCC[N+]2(CC(C2)(O)C)C